Cl.Cl.C[C@@H]1[C@H](NC2=C(O1)C(=NC(=N2)N)N2C[C@@H](CC2)NC)C (6R,7R)-6,7-Dimethyl-4-((R)-3-(methylamino)pyrrolidin-1-yl)-7,8-dihydro-6H-pyrimido[5,4-b][1,4]oxazin-2-amine dihydrochloride salt